ClCC(=CC(=O)O)CCl 4-chloro-3-(chloromethyl)but-2-enoic acid